ethyl (2-ethyl-5,8-dioxo-5,6,7,8-tetrahydro-4H-pyrazolo[1,5-a]pyrrolo[3,4-d]pyrimidin-4-yl)acetate C(C)C1=NN2C(N(C3=C(C2=O)CNC3=O)CC(=O)OCC)=C1